C(C)(C)(C)C1=CC=C(C=C1)C(=O)NN1C=CC2=CC=CC=C12 N-([4-tert-butyl-phenyl]-Formamido)-indole